silaboroxine [SiH]=1BOC=CC1